N1(NNCCCCCC1)P(O)(=O)O Triazacyclononane-phosphonic acid